C(C)(=O)O.C(C)(=O)NC(=O)[C@H](O)[C@@H](O)[C@@H](O)[C@H](O)CO acetamidogalactose acetate